C1(CC1)C([C@@H](C(=O)NC1=NC(=C(C=C1)C=1C(=NN(C1C)COCC[Si](C)(C)C)C)F)NC(=O)C=1N(N=CC1)CCS(=O)(=O)C)C1CC1 N-[(1S)-1-(dicyclopropylmethyl)-2-[[5-[3,5-dimethyl-1-(2-trimethylsilylethoxymethyl)pyrazol-4-yl]-6-fluoro-2-pyridyl]amino]-2-oxo-ethyl]-2-(2-methylsulfonylethyl)pyrazole-3-carboxamide